N=1C=CN2C1N=C(C=C2)OCC21COC(C2)C1 4-((imidazo[1,2-a]pyrimidin-7-yloxy)methyl)-2-oxabicyclo[2.1.1]hexan